8-((2S,5R)-4-(4-(4-Fluorophenyl)thiazol-2-yl)-2,5-dimethylpiperazin-1-yl)-5-methyl-6-oxo-5,6-dihydro-1,5-naphthyridin-2-carbonitril FC1=CC=C(C=C1)C=1N=C(SC1)N1C[C@@H](N(C[C@H]1C)C1=CC(N(C=2C=CC(=NC12)C#N)C)=O)C